1-(4-(2-methoxypyrimidin-4-yl)benzyl)-4-(propane-1-yn-1-yl)-1H-Indazole-7-carboxylic acid methyl ester COC(=O)C=1C=CC(=C2C=NN(C12)CC1=CC=C(C=C1)C1=NC(=NC=C1)OC)C#CC